O=C(CC(=O)OC(CC(=O)O)C)C 3-(3-oxobutanoyloxy)butanoic acid